CC1(CC(CC(C1)C)=O)C 3,3,5-Trimethylcyclohexanone